S(=O)(=O)(O)OC=1C=C(C=2OC=3C=C(C=C(C3C(C2O)=O)O)O)C=CC1O quercetin-3'-sulfate